N1=CN=C(C2=C1NC=C2)N2CCSC(=C2)C=2C=NN(C2)CC(=O)O 2-(4-(4-(7H-pyrrolo[2,3-d]pyrimidin-4-yl)-3,4-dihydro-2H-1,4-thiazin-6-yl)-1H-pyrazol-1-yl)acetic acid